C(#N)C=1C=NC(=NC1N(C)CC=1C(=NC=CC1)C=1C=NOC1)OC[C@]12CCCN2C[C@@H](C1)F 5-cyano-2-(((2R,7aS)-2-fluorotetrahydro-1H-pyrrolizin-7a(5H)-yl)methoxy)-6-(((2-(isoxazol-4-yl)pyridin-3-yl)methyl)(methyl)amino)pyrimidin